C(C=C)(=O)OC(CCCCCCCCCCCCCCCCC)C1=CC(=CC=C1)[N+](=O)[O-] 3-nitrophenyl-18-octadecyl acrylate